The molecule is a myo-inositol pentakisphosphate that consists of myo-inositol having the five phospho groups located at positions 2, 3, 4, 5 and 6 as well as a diphospho group at position 1. It is a myo-inositol pentakisphosphate and a diphosphoinositol polyphosphate. It derives from a myo-inositol. It is a conjugate acid of a 1-diphospho-1D-myo-inositol 2,3,4,5,6-pentakisphosphate(13-). [C@H]1([C@H](C([C@@H]([C@@H](C1OP(=O)(O)O)OP(=O)(O)O)OP(=O)(O)O)OP(=O)(O)OP(=O)(O)O)OP(=O)(O)O)OP(=O)(O)O